NC1(CCOCC1)C1=NN=C(O1)[C@H](CCC(=O)O)NC(=O)N[C@@H](CO)C(=O)O (S)-4-(5-(4-aminotetrahydro-2H-pyran-4-yl)-1,3,4-oxadiazol-2-yl)-4-(3-((1S,2S)-1-carboxy-2-hydroxyethyl)ureido)butanoic acid